(S)-1'-(6-amino-5-((3-chloro-2-(pyrrolidin-1-yl)pyridin-4-yl)thio)-3-methylpyrazin-2-yl)-1-methyl-4,6-dihydro-1H-spiro[cyclopenta[d]imidazole-5,4'-piperidine]-6-amine NC1=C(N=C(C(=N1)N1CCC2(CC1)CC1=C(N(C=N1)C)[C@H]2N)C)SC2=C(C(=NC=C2)N2CCCC2)Cl